C(#N)C(C(=O)OCCO)=C(C1=CC=CC=C1)C1=CC=CC=C1 ethylene glycol 2-cyano-3,3-diphenylacrylate